FC(OC1=NC=C(C=O)C=C1)F 6-(Difluoromethoxy)nicotinaldehyde